4-fluoro-5-(1-(5-(morpholinomethyl)pyrimidin-2-yl)-1,2,5,6-tetrahydropyridin-3-yl)-2-((3S,5R)-3,4,5-trimethylpiperazin-1-yl)aniline FC1=CC(=C(N)C=C1C=1CN(CCC1)C1=NC=C(C=N1)CN1CCOCC1)N1C[C@@H](N([C@@H](C1)C)C)C